tert-Butyl 3-(propylsulfanylmethyl)azetidine-1-carboxylate C(CC)SCC1CN(C1)C(=O)OC(C)(C)C